6-(((S)-1,4-Dioxacyclohexan-2-yl)methoxy)-N-((R)-1-(3-amino-5-(trifluoromethyl)phenyl)ethyl)-7-methoxy-2-methyl-quinazolin-4-amine O1[C@@H](COCC1)COC=1C=C2C(=NC(=NC2=CC1OC)C)N[C@H](C)C1=CC(=CC(=C1)C(F)(F)F)N